1-{4-[5-(3-Chloro-4-isopropoxy-phenyl)-[1,2,4]-oxadiazol-3-yl]-benzyl}-4-methoxymethyl-piperidine-4-carboxylic acid ClC=1C=C(C=CC1OC(C)C)C1=NC(=NO1)C1=CC=C(CN2CCC(CC2)(C(=O)O)COC)C=C1